CC=1C(=C2C=CN=C(C2=CC1)C(C)OC1=CC=CC=C1)[N+](=O)[O-] 6-methyl-5-nitro-1-(1-phenoxyethyl)isoquinoline